(1S,3ar,6as)-2-(7-oxabicyclo[2.2.1]heptane-1-carbonyl)-N-((S)-3-oxo-1-((S)-2-oxopyrrolidin-3-yl)-4-(trifluoromethoxy)butan-2-yl)octahydrocyclopenta[c]pyrrole-1-carboxamide C12(CCC(CC1)O2)C(=O)N2[C@@H]([C@@H]1[C@H](C2)CCC1)C(=O)N[C@@H](C[C@H]1C(NCC1)=O)C(COC(F)(F)F)=O